methylene-(3,5-di-tert.-butyl-4-hydroxyhydrocinnamate) C=C(C(=O)[O-])CC1=CC(=C(C(=C1)C(C)(C)C)O)C(C)(C)C